ClC=1C=C(C(=O)N[C@@H](C)C2=NC=CN=C2C2=NC=C(C=C2)N=S(=O)(C)C)C=C(C1)Cl (S)-3,5-dichloro-N-(1-(3-(5-((dimethyl(oxo)-λ6-sulfaneylidene)amino)pyridin-2-yl)pyrazin-2-yl)ethyl)benzamide